1-Benzyl 21-(tert-butyl) (R)-17-oxo-20-(4,7,10-tris(2-(tert-butoxy)-2-oxoethyl)-1,4,7,10-tetraazacyclododecan-1-yl)-4,7,10,13-tetraoxa-16-azahenicosanedioate O=C(NCCOCCOCCOCCOCCC(=O)OCC1=CC=CC=C1)CC[C@H](C(=O)OC(C)(C)C)N1CCN(CCN(CCN(CC1)CC(OC(C)(C)C)=O)CC(OC(C)(C)C)=O)CC(=O)OC(C)(C)C